NCC(C)NC=1C(=NON1)C1=NOC(N1C1=CC(=C(C=C1)F)Br)=O 3-(4-((1-aminopropane-2-yl)amino)-1,2,5-oxadiazol-3-yl)-4-(3-bromo-4-fluorophenyl)-1,2,4-oxadiazol-5(4H)-one